C(C)(C)(C)NC(=O)N1CC(C1)OC(C1=C(C=CC=C1)C(F)(F)F)C1=CC=C(C=C1)Cl N-(tert-butyl)-3-((4-chlorophenyl)(2-(trifluoromethyl)phenyl)methoxy)azetidine-1-carboxamide